CN(CCCN)C N1,N1-dimethylpropan-1,3-diamine